(R)-N-(6-chloro-8-methylisoquinolin-1-yl)-2-fluoro-4-(4-methyl-1H-1,2,3-triazol-1-yl)-N-(piperidin-3-yl)benzamide ClC=1C=C2C=CN=C(C2=C(C1)C)N(C(C1=C(C=C(C=C1)N1N=NC(=C1)C)F)=O)[C@H]1CNCCC1